1-(tert-butyl) 2-methyl (2R,4R)-2-((1-(bromomethyl)cyclopropyl)methyl)-4-fluoropyrrolidine-1,2-dicarboxylate BrCC1(CC1)C[C@]1(N(C[C@@H](C1)F)C(=O)OC(C)(C)C)C(=O)OC